FC=1C=2OCC(N3C=C(C(C(=CC1F)C32)=O)C(=O)O)C 6,7-difluoro-2-methyl-10-oxo-4-oxa-1-azatricyclo[7.3.1.05,13]tridecane-5(13),6,8,11-tetraene-11-carboxylic acid